N-[(1S)-1-(4-Fluorophenyl)-3-hydroxypropyl]-6-(naphthalen-2-yl)-4-oxo-4,5-dihydropyrazolo-[1,5-a]pyrazine-2-carboxamide FC1=CC=C(C=C1)[C@H](CCO)NC(=O)C1=NN2C(C(NC(=C2)C2=CC3=CC=CC=C3C=C2)=O)=C1